methyl 2-(4-nitropyrazol-1-yl)butanoate [N+](=O)([O-])C=1C=NN(C1)C(C(=O)OC)CC